O(C1=CC=CC=C1)CCC(=O)N 3-phenoxypropanamide